C(CCCCCCCCCCCCCCCC)(=O)N[C@@H](CC(C)C)C(=O)O N-margaroyl-leucine